OC1=C(C(=O)OCC(CO)OC(\C=C(\C=C\C=C(\C=C\C2=C(CCCC2(C)C)C)/C)/C)=O)C=CC=C1 2-(((2E,4E,6E,8E)-3,7-Dimethyl-9-(2,6,6-trimethylcyclohex-1-en-1-yl)nona-2,4,6,8-tetraenoyl)oxy)-3-hydroxypropyl 2-hydroxybenzoate